3-chloro-5-(trifluoromethylsulfanyl)benzoic acid ClC=1C=C(C(=O)O)C=C(C1)SC(F)(F)F